OCC1=NN2C(CCCC2)=C1CO 2,3-dihydroxymethyl-4,5,6,7-tetrahydropyrazolo[1,5-a]pyridin